N1(CCNCCC1)C1=CC=C(C=2N=CC=NC12)C(=O)NC=1C=C(C=2N(C1)C=C(N2)C)F 8-(1,4-diazepan-1-yl)-N-(8-fluoro-2-methyl-imidazo[1,2-a]pyridin-6-yl)quinoxaline-5-carboxamide